3-oxo-1,3-dihydro-2H-pyrrolo[3,4-c]Pyridine-2-carboxylic acid tert-butyl ester C(C)(C)(C)OC(=O)N1C(C=2C=NC=CC2C1)=O